ClC1=CC(=C(N=N1)C1OCC1)OC 6-chloro-4-methoxy-3-(oxetan-2-yl)pyridazine